C(C)P(=O)(CC)Cl Diethyl-phosphinic acid chloride